C1OCCC2=CC=C(C=C12)NC(C1=CC(=CC=C1)CN1C(C2=CC=C(C=C2C=C1)C=1C(=NOC1)C)=O)=O N-(Isochroman-7-yl)-3-((6-(3-methylisoxazol-4-yl)-1-oxoisoquinolin-2(1H)-yl)methyl)benzamide